CN(C1(CCC2(CN(C(N2)=O)C=2C=NC(=NC2)N2CCN(CC2)C)CC1)C1=CC=CC=C1)C cis-8-dimethylamino-3-[2-(4-methyl-piperazin-1-yl)-pyrimidin-5-yl]-8-phenyl-1,3-diazaspiro[4.5]decan-2-one